ethyl 6-bromo-8-fluoroimidazo[1,2-a]pyridine-3-carboxylate BrC=1C=C(C=2N(C1)C(=CN2)C(=O)OCC)F